(S)-1-(4-((4-([1,2,4]triazolo[1,5-a]pyridin-7-ylmethyl)-3-methylphenyl)amino)quinazolin-6-yl)-4-methyl-3-methylenepyrrolidin-2-one N=1C=NN2C1C=C(C=C2)CC2=C(C=C(C=C2)NC2=NC=NC1=CC=C(C=C21)N2C(C([C@@H](C2)C)=C)=O)C